C(=C)C1=NC=C(C=C1)C=C 2,5-divinyl-pyridine